1-Cyclopropylmethyl-pseudouridine C1(CC1)CN1C=C([C@H]2[C@H](O)[C@H](O)[C@@H](CO)O2)C(NC1=O)=O